ClCCN1C(N(CC1)C)=O 1-(2-chloroethyl)-3-methyl-imidazolidin-2-one